OC1=C(C(N(C2=NC=C(C=C12)C1=CC=C(C=C1)OC)CCN1CCC(CC1)O)=O)C(=O)NC1(CCCCC1)C(=O)O 1-(4-hydroxy-1-(2-(4-hydroxypiperidin-1-yl)ethyl)-6-(4-methoxyphenyl)-2-oxo-1,2-dihydro-1,8-naphthyridine-3-carboxamido)cyclohexane-1-carboxylic acid